N-(6-(2-(((1r,4r)-4-aminocyclohexyl)amino)-8-ethylquinazolin-6-yl)pyridazin-3-yl)-2-chloro-benzenesulfonamide NC1CCC(CC1)NC1=NC2=C(C=C(C=C2C=N1)C1=CC=C(N=N1)NS(=O)(=O)C1=C(C=CC=C1)Cl)CC